COC=1C=C(C=NC1OC)C(C)N[S@@](=O)C(C)(C)C (S)-N-(1-(5,6-dimethoxypyridin-3-yl)ethyl)-2-methylpropane-2-sulfinamide